N-(4-bromo-2-cyclopropyl-5-methylphenyl)-N-{3,6-dimethyl-7-oxo-5H-pyrrolo[3,4-b]pyridin-2-yl}but-2-ynamide BrC1=CC(=C(C=C1C)N(C(C#CC)=O)C1=C(C=C2C(=N1)C(N(C2)C)=O)C)C2CC2